C(CCC)(SCCO)=O S-(2-hydroxyethyl) butanethioate